2-(6-{5-Chloro-2-[(oxan-4-yl)amino]pyrimidin-4-yl}-1-oxo-2,3-dihydro-1H-isoindol-2-yl)-N-[(1R)-1-(3-hydroxyphenyl)ethyl]acetamid ClC=1C(=NC(=NC1)NC1CCOCC1)C1=CC=C2CN(C(C2=C1)=O)CC(=O)N[C@H](C)C1=CC(=CC=C1)O